N-(5-(1-methyl-1H-pyrazol-3-yl)-1,3,4-thiadiazol-2-yl)-1-ethyl-4-hydroxy-2-quinolone-3-carboxamide CN1N=C(C=C1)C1=NN=C(S1)NC(=O)C=1C(N(C2=CC=CC=C2C1O)CC)=O